(R)-tert-butyl 4-(2-(1-(2,2,2-trifluoroacetyl)pyrrolidin-2-yl)phenyl)-5,6-dihydropyridine-1(2H)-carboxylate FC(C(=O)N1[C@H](CCC1)C1=C(C=CC=C1)C1=CCN(CC1)C(=O)OC(C)(C)C)(F)F